NC=1C2=C(N=CN1)N(C(=C2C2=CC=C(C=C2)OC2=CC=CC=C2)C#CC2CN(C2)C2CCN(CC2)C(C=C)=O)CCOC 1-(4-(3-((4-amino-7-(2-methoxyethyl)-5-(4-phenoxyphenyl)-7H-pyrrolo[2,3-d]pyrimidin-6-yl)ethynyl)azetidin-1-yl)piperidin-1-yl)prop-2-en-1-one